2-(5-chloro-3-cyano-4,6-dimethylpyridin-2-ylamino)-N-(4-methoxyphenyl)-N-methylacetamide ClC=1C(=C(C(=NC1C)NCC(=O)N(C)C1=CC=C(C=C1)OC)C#N)C